3-(Triethoxysilyl)-1-propanthiol C(C)O[Si](CCCS)(OCC)OCC